CC(=NO)CC methyl-ethylketoxim